4-(3-(2,6-dioxopiperidin-3-yl)-1-methyl-1H-indazol-6-yl)-3,3-difluoropiperidin O=C1NC(CCC1C1=NN(C2=CC(=CC=C12)C1C(CNCC1)(F)F)C)=O